CS(=O)(=O)OCCC1=CC=C(C=C1)OC 2-(4-methoxy-phenyl)-ethanol methanesulfonate